BrC=1C=C(C=C2C(N(CC12)C1C(NC(CC1)=O)=O)=O)C(=O)OC methyl 7-bromo-2-(2,6-dioxopiperidin-3-yl)-3-oxoisoindoline-5-carboxylate